3-acetyl-1-(2-((2-(2'-chloro-2-fluorobiphenyl-3-ylamino)-2-oxoethyl)(isopropyl)amino)-2-oxoethyl)-1H-indazole-5-carboxylic acid C(C)(=O)C1=NN(C2=CC=C(C=C12)C(=O)O)CC(=O)N(C(C)C)CC(=O)NC=1C(=C(C=CC1)C1=C(C=CC=C1)Cl)F